Cl[Pd-2]Cl dichloro-palladium(0)